ClC=1C=CC2=C(N=C(O2)C2CC3(CC(C3)NC(=O)C=3OC(=CC3)[S@@](=O)(=N)C3CC3)C2)C1 (Ra)-N-[6-(5-chloro-1,3-benzoxazol-2-yl)spiro[3.3]heptan-2-yl]-5-[(R)-cyclopropylsulfonimidoyl]furan-2-carboxamide